4-(4-cyano-2-methoxyphenyl)-5-((3,3-difluorocyclobutyl)methoxy)-2,8-dimethyl-1,4-dihydro-1,6-naphthyridine-3-carboxamide C(#N)C1=CC(=C(C=C1)C1C(=C(NC2=C(C=NC(=C12)OCC1CC(C1)(F)F)C)C)C(=O)N)OC